4-(4-(benzyloxy)benzyl)-N-hydroxy-2,2-dimethyl-3-oxo-3,4-dihydro-2H-benzo[b][1,4]oxazine-6-carboxamide C(C1=CC=CC=C1)OC1=CC=C(CN2C3=C(OC(C2=O)(C)C)C=CC(=C3)C(=O)NO)C=C1